FC1(OC2=C(O1)C=CC(=C2)OC2=NC=CC(=C2F)N2C(NC1(C2=O)CCCC1)=O)F 3-[2-[(2,2-difluoro-1,3-benzodioxol-5-yl)oxy]-3-fluoro-4-pyridyl]-1,3-diazaspiro[4.4]nonane-2,4-dione